2-(tert-butyl)pyrazole C(C)(C)(C)N1N=CC=C1